C(C)OC1C(C1)NC(=O)C=1C=C(C(N(C1)CC1=CC(=CC=C1)OC)=O)C(=O)NC rac-N5-(2-ethoxycyclopropyl)-1-(3-methoxybenzyl)-N3-methyl-2-oxo-1,2-dihydropyridine-3,5-dicarboxamide